C(C)(C)(C)OC(=O)N1CC(N(CC1)C=1C2=C(N=C(N1)OCCCN1CCOCC1)CN(CC2)CC2=CC=CC=C2)CO[Si](C2=CC=CC=C2)(C2=CC=CC=C2)C(C)(C)C tert-butyl-4-[7-benzyl-2-(3-morpholinopropoxy)-6,8-dihydro-5H-pyrido[3,4-d]pyrimidin-4-yl]-3-[[tert-butyl(diphenyl)silyl]oxymethyl]piperazine-1-carboxylate